(R)-3-((S)-3-(3-(2-aminoethyl)benzofuran-5-yl)-1-(tert-butoxy)-1-oxopropane-2-yl)pyrrolidine-1-carboxylic acid tert-butyl ester C(C)(C)(C)OC(=O)N1C[C@H](CC1)[C@@H](C(=O)OC(C)(C)C)CC=1C=CC2=C(C(=CO2)CCN)C1